2-[5-(4-fluoro-2-isopropoxy-phenyl)-2-(1-methyl-6-oxo-3-pyridinyl)pyrimidin-4-yl]-6,7-dihydro-4H-pyrazolo[1,5-a]pyrazine-5-carboxylic acid tert-butyl ester C(C)(C)(C)OC(=O)N1CC=2N(CC1)N=C(C2)C2=NC(=NC=C2C2=C(C=C(C=C2)F)OC(C)C)C2=CN(C(C=C2)=O)C